O=C1S\C(\C(N1)=O)=C/C1=CC=C(OC2CCN(CC2)C(=O)N)C=C1 4-{4-[(Z)-(2,4-dioxothiazolidin-5-ylidene)methyl]phenoxy}piperidine-1-carboxamide